C(C)N(C(=O)[C@H]1CN([C@@H]2CC=3C4=C(C2=C1)C=CC=C4NC3)CC=3N=COC3)CC (6aR,9R)-N,N-diethyl-7-(oxazol-4-ylmethyl)-4,6,6a,7,8,9-hexahydroindolo[4,3-fg]quinoline-9-carboxamide